C1(=CC=CC=C1)C1=CC(=CC(=C1)C1=C(C(=NC(=C1C1=CC(=CC=C1)N1C2=CC(=CC=C2C=2C=CC(=CC12)C)C)N1C2=CC=CC=C2C=2C=CC=CC12)N1C2=CC=CC=C2C=2C=CC=CC12)N1C2=CC=CC=C2C=2C=CC=CC12)C1=CC=CC=C1 9,9',9''-(4-([1,1':3',1''-terphenyl]-5'-yl)-5-(3-(2,7-dimethyl-9H-carbazol-9-yl)phenyl)pyridine-2,3,6-triyl)tris(9H-carbazole)